(7S)-2-chloro-4,7,8-trimethyl-5,7-dihydropteridin-6-one ClC1=NC=2N([C@H](C(NC2C(=N1)C)=O)C)C